COC1=CC=C(C=N1)C1=NN=C(O1)N=C(SC)SC Dimethyl (5-(6-methoxypyridin-3-yl)-1,3,4-oxadiazol-2-yl)carbonimidodithioate